C1(=CC=CC=C1)CCC=CC1=CC=C(C=C1)N1N=CC=C1 1-(4-(4-phenyl-1-buten-1-yl)phenyl)-1H-pyrazole